FC1=C(CNC2=NC(=NC3=CC=CC=C23)NC(C)C)C=CC=C1 N4-(2-fluorobenzyl)-N2-isopropylquinazoline-2,4-diamine